3-(7-methoxy-1-oxo-5-(trifluoromethoxy)isoindolin-2-yl)piperidine-2,6-dione COC=1C=C(C=C2CN(C(C12)=O)C1C(NC(CC1)=O)=O)OC(F)(F)F